C(C)C=1NC=C(C1)CC 2,4-diethylpyrrole